C(C)(=O)N1C[C@](CC1)(OC)C=1C=C2C(=CC=NC2=CC1)N[C@H](C)C=1C(=C(C#N)C=CC1)C 3-((R)-1-((6-((R)-1-acetyl-3-methoxypyrrolidin-3-yl)quinolin-4-yl)amino)ethyl)-2-methylbenzonitrile